(S)-1-(2-(benzyloxy)ethyl)-N-(3-fluoro-4-(methylsulfonyl)phenyl)-4-methyl-5-(2-(Trifluoromethyl)phenyl)-1H-pyrrole-3-carboxamide C(C1=CC=CC=C1)OCCN1C=C(C(=C1C1=C(C=CC=C1)C(F)(F)F)C)C(=O)NC1=CC(=C(C=C1)S(=O)(=O)C)F